C(C)N1C=NC(=C1)C1=NC2=NC=CC(=C2C=C1)C1=CN=C2N1N=C(C(=C2)C2=CC=C(C=C2)CN2CCCC2)C 2-(1-Ethyl-1H-imidazol-4-yl)-5-(6-methyl-7-(4-(pyrrolidin-1-ylmethyl)phenyl)imidazo[1,2-b]pyridazin-3-yl)-1,8-naphthyridine